2-((3-methyl-1-(8-methyl-8-azabicyclo[3.2.1]octan-3-yl)-1H-pyrazol-4-yl)amino)-4-((3-(2-oxopiperidin-1-yl)propyl)amino)pyrimidine-5-carbonitrile CC1=NN(C=C1NC1=NC=C(C(=N1)NCCCN1C(CCCC1)=O)C#N)C1CC2CCC(C1)N2C